Cl.COC(C(=C)NC(C(=C)NC(=O)C=1N=C(SC1)C1=CC=C(C=C1)N)=O)=O 2-(2-(2-(4-Aminophenyl)thiazole-4-carboxamido)acrylamido)acrylic acid methyl ester hydrochloride